tris(oxiran-2-ylmethyl)benzene-1,3,5-tricarboxylate O1C(C1)CC1=C(C(=C(C(=C1C(=O)[O-])CC1OC1)C(=O)[O-])CC1OC1)C(=O)[O-]